CCOC(=O)C(C(C(=O)OCC)O)O (+)-diethyl tartrate